6-[difluoro[6-(1-methyl-1H-pyrazol-4-yl)-1,2,4-triazolo[4,3-b]pyridazin-3-yl]methyl]-quinoline FC(C=1C=C2C=CC=NC2=CC1)(C1=NN=C2N1N=C(C=C2)C=2C=NN(C2)C)F